BrC1=CN=CC=2[C@H]3N(C[C@@H](OC21)C3)C(=O)C32CCC(CC3)(C2)C(F)(F)F ((2S,5S)-9-Bromo-2,3-dihydro-2,5-methanopyrido[3,4-f][1,4]oxazepin-4(5H)-yl)(4-(trifluoromethyl)bicyclo[2.2.1]heptan-1-yl)methanone